CC1=C(C=CC=C1C)C(COC)=O 1-(2,3-dimethylphenyl)-2-methoxyethan-1-one